methyl 3-(aminomethyl)-1-benzylpyrrolidine-3-carboxylate NCC1(CN(CC1)CC1=CC=CC=C1)C(=O)OC